O=C1C(O)=C(O)[C@H](O1)[C@@H](O)CO.O=C1C(O)=C(O)[C@H](O1)[C@@H](O)CO L-ascorbic acid (L-Ascorbate)